3-isopropyl-2-(2-methylpyridin-4-yl)-1H-indole-5-carboxylic acid C(C)(C)C1=C(NC2=CC=C(C=C12)C(=O)O)C1=CC(=NC=C1)C